N-[5-[[5-[(5-chloro-3-fluoro-2-pyridyl)oxy]-4-methyl-3-pyridyl]methyl]-2-pyridyl]carbamate ClC=1C=C(C(=NC1)OC=1C(=C(C=NC1)CC=1C=CC(=NC1)NC([O-])=O)C)F